tributyl o-acetylcitrate CCCCOC(=O)CC(CC(=O)OCCCC)(C(=O)OCCCC)OC(=O)C